C(C1=CC=CC=C1)OC[C@]1(C(C1)(F)F)\C=N\[S@@](=O)C(C)(C)C (S)-N-((E)-((R)-1-((benzyloxy)methyl)-2,2-difluorocyclopropyl)methylene)-2-methylpropane-2-sulfinamide